C(C1=CC=CC=C1)OC(=O)N\C(\C(=O)OC)=C/CC1[C@H]2CC[C@@H](C1)C2 methyl (Z)-2-(((benzyloxy)carbonyl)amino)-4-((1S,4R)-bicyclo[2.2.1]heptan-2-yl)but-2-enoate